[3-[5-(2,4-dichlorophenoxy)pyrazin-2-yl]azetidin-1-yl]-[(3R)-3-(tetrazol-1-yl)pyrrolidin-1-yl]methanone methyl-hydrogensulfate pyridinium salt [NH+]1=CC=CC=C1.COS(=O)(=O)O.ClC1=C(OC=2N=CC(=NC2)C2CN(C2)C(=O)N2C[C@@H](CC2)N2N=NN=C2)C=CC(=C1)Cl